C(C1=CC=CC=C1)O[C@H]1[C@@H](CC1)N1N=CC(=C1)C(=O)[O-] (trans-2-(benzyloxy)cyclobutyl)-1H-pyrazole-4-carboxylate